propyl acrylate (propyl acrylate) C(CC)C(C(=O)O)=C.C(C=C)(=O)OCCC